NCC(=O)O[N+](=O)[O-].NC1=NC=2C=CC(=CC2C2=C1[C@H](OC2)C)C(=O)N2[C@H](COC[C@H]2C)C=2C=NC(=CC2)Cl ((3R)-4-amino-3-methyl-1,3-dihydrofuro[3,4-c]quinolin-8-yl)((3S,5R)-3-(6-chloro-3-pyridinyl)-5-methyl-4-morpholinyl)methanone glycyl-nitrate